(2S,4R)-1-(((9H-fluoren-9-yl)methoxy)carbonyl)-4-hydroxypyrrolidine-2-carboxylic acid C1=CC=CC=2C3=CC=CC=C3C(C12)COC(=O)N1[C@@H](C[C@H](C1)O)C(=O)O